1,3,3-trimethyl-9'-hydroxy-spiro[indoline-2,3'-[3H]-naphtho[2,1-b][1,4]oxazine] CN1C2=CC=CC=C2C(C12C=NC1=C(O2)C=CC2=CC=C(C=C21)O)(C)C